N[C@@H]([C@H](O)C1=CC(=CC=C1)Cl)CN1CCCC1 (1R,2R)-2-amino-1-(3-chlorophenyl)-3-(pyrrolidin-1-yl)propan-1-ol